2-chlorobenzoisoquinoline ClN1CC2=C3C(=CC=C2C=C1)C=CC=C3